(+)-lysergic acid diacetylamide C(C)(=O)N(C(=O)[C@H]1CN(C)[C@@H]2CC3=CNC4=CC=CC(C2=C1)=C34)C(C)=O